6-fluoro-3,3-dimethyl-2,3-dihydro-1H-pyrrolo[3,2-b]pyridine FC=1C=C2C(=NC1)C(CN2)(C)C